C(C)OC(=O)C=1C=NN(C1)C1CCC(CC1)=O 1-(4-Oxocyclohexyl)-1H-pyrazole-4-carboxylic acid ethyl ester